methylene-7',8'-dihydro-6'H-spiro[oxetane-3,5'-quinoline] C=C1C2(C=3C=CC=NC3CC1)COC2